lanthanum methylphosphinate CP([O-])=O.[La+3].CP([O-])=O.CP([O-])=O